COC1=CC=C(CC=2N(C3=C(C(N(C=4C=C(C=CC34)C(=C)C)C=3C(=NC=CC3)C)=O)N2)C)C=C1 2-(4-methoxybenzyl)-1-methyl-5-(2-methylpyridin-3-yl)-7-(prop-1-en-2-yl)-1,5-dihydro-4H-imidazo[4,5-c]quinolin-4-one